sodium arachidonate salt C(CCC\C=C/C\C=C/C\C=C/C\C=C/CCCCC)(=O)[O-].[Na+]